OC1(C(COC1)OC1=NN(C=C1NC=O)C([2H])([2H])[2H])C N-(3-((4-hydroxy-4-methyltetrahydrofuran-3-yl)oxy)-1-(methyl-d3)-1H-pyrazol-4-yl)carboxamide